bis(12-(tert-butyl)-7,8,15,16-tetraoxadispiro[5.2.59.26]hexadecan-3-yl) ((ethane-1,2-diylbis(oxy))bis(ethane-2,1-diyl))dicarbamate C(COCCNC(OC1CCC2(CC1)OOC1(CCC(CC1)C(C)(C)C)OO2)=O)OCCNC(OC2CCC1(CC2)OOC2(CCC(CC2)C(C)(C)C)OO1)=O